3-(2,3-Difluoro-4-methylphenyl)-4-[4-[(3S)-1-(3-fluoropropyl)pyrrolidin-3-yl]oxyphenyl]-2H-thiochromen-7-ol FC1=C(C=CC(=C1F)C)C=1CSC2=CC(=CC=C2C1C1=CC=C(C=C1)O[C@@H]1CN(CC1)CCCF)O